FC=1C(=NC(=NC1)N[C@@H]1CC[C@H](CC1)N)C1=CC(=CC=C1)N1CCOCC1 trans-N-(5-fluoro-4-(3-morpholinophenyl)pyrimidin-2-yl)cyclohexane-1,4-diamine